6-(3-hydroxy-5-methoxybenzylamino)purine mesylate S(C)(=O)(=O)O.OC=1C=C(CNC2=C3NC=NC3=NC=N2)C=C(C1)OC